C(CCCCCCC\C=C/C\C=C/CCCCC)CC(CN(C)C)CCCCCCCC\C=C/C\C=C/CCCCC 1,2-dilinoleyl-3-dimethylaminopropane